N-(3-chloro-4-((2'-oxospiro[cyclopropane-1,3'-indoline]-5'-yl)oxy)-5-(trifluoromethyl)phenyl)-5-oxo-4,5-dihydro-1,2,4-oxadiazole-3-carboxamide ClC=1C=C(C=C(C1OC=1C=C2C3(C(NC2=CC1)=O)CC3)C(F)(F)F)NC(=O)C3=NOC(N3)=O